ClC1=NC=CC(=C1OCCC(=O)N(C)OC)I 3-((2-chloro-4-iodopyridin-3-yl)oxy)-N-methoxy-N-methylpropanamide